[Si](C)(C)(C(C)(C)C)OC1=C2C=CNC2=CC=C1 4-(tert-butyldimethylsilyloxy)-1H-indole